C(C(C)C)C1=CC=C(C(=O)C2=C(C(=C(C=C2)OC(=O)N2CCOCC2)O)O)C=C1 4-(4-isobutylbenzoyl)-2,3-dihydroxyphenyl-morpholine-4-carboxylate